FC1(CN(CC1)C1=NC(=NC=C1)NC(C)CCC1=CC=CC=C1)F 4-(3,3-Difluoropyrrolidin-1-yl)-N-(4-phenylbutan-2-yl)pyrimidin-2-amine